tert-butyl 2-(4-hydroxyphenyl)-6-methyl-3-oxo-1-({[2-(pyrimidin-4-yl)phenyl]methyl}carbamoyl)-5H,6H,8H-imidazo[1,5-a]pyrazine-7-carboxylate OC1=CC=C(C=C1)N1C(N2C(CN(C(C2)C)C(=O)OC(C)(C)C)=C1C(NCC1=C(C=CC=C1)C1=NC=NC=C1)=O)=O